CC=1N=C2C(=NC1C)N=C(C=C2C21CC(C2)(C1)C(F)(F)F)C1CC(OCC1)C=1C=CC(N(C1)C)=O 5-(4-(2,3-dimethyl-8-(3-(trifluoromethyl)bicyclo[1.1.1]pentan-1-yl)pyrido[2,3-b]pyrazin-6-yl)tetrahydro-2H-pyran-2-yl)-1-methylpyridin-2(1H)-one